(S)-2-((((4-fluorobenzyl)oxy)carbonyl)amino)-4-((2-methoxyethyl)(4-(5,6,7,8-tetrahydro-1,8-naphthyridin-2-yl)butyl)amino)butanoic acid FC1=CC=C(COC(=O)N[C@H](C(=O)O)CCN(CCCCC2=NC=3NCCCC3C=C2)CCOC)C=C1